C12(CC3CC(CC(C1)C3)C2)OC(CC(C(=O)OCC(=O)O)=C)=O ((4-((adamantan-1-yl)oxy)-2-methylene-4-oxobutanoyl)oxy)acetic Acid